2-({6-[(1,3-Benzothiazol-2-yl)amino]-5-methylpyridazin-3-yl}(methyl)amino)-5-(1-phenylmethanesulfonylpiperidin-4-yl)-1,3-thiazole-4-carboxylic acid S1C(=NC2=C1C=CC=C2)NC2=C(C=C(N=N2)N(C=2SC(=C(N2)C(=O)O)C2CCN(CC2)S(=O)(=O)CC2=CC=CC=C2)C)C